C(C)(C)(CC)[C@H]1CC[C@H](CC1)NC(C1=CC(=CC(=C1)NC(=O)[C@@H]1CC[C@@H](CC1)C(C)(C)C)NC(=O)[C@@H]1CC[C@@H](CC1)C(C)(C)C)=O N-(cis-4-tert-Pentylcyclohexyl)-3,5-bis-[cis-4-tert-butylcyclohexylcarbonylamino]-benzamid